tert-butyl 3-(2-methoxy-2-oxoethyl)-1H-indole-1-carboxylate COC(CC1=CN(C2=CC=CC=C12)C(=O)OC(C)(C)C)=O